C(C)(C)(C)OC(=O)N1CC2=CC(=C3CC2=C(C1)C=C3)OC 6-methoxy-1H-benzo[des]isoquinoline-2(3H)-carboxylic acid tert-butyl ester